2-[tert-butyl(dimethyl)silyl]oxy-1-(5-fluoro-2-pyridyl)ethanone [Si](C)(C)(C(C)(C)C)OCC(=O)C1=NC=C(C=C1)F